CN(C(CCCCCCCC=C)=O)C N,N-dimethyl-dec-9-en-amide